(S)-2-amino-3,3-difluoropropane-1-ol hydrochloride Cl.N[C@@H](CO)C(F)F